[F-].C(CCCCCCCC)[NH+]1C(CCCC1)CC 1-nonyl-2-ethylpiperidinium fluoride